C(=C)[Si]1(O[Si](O[Si](O[Si](O[Si](O1)(C=C)C=C)(C=C)C=C)(C=C)C=C)(C=C)C=C)C=C decavinyl-cyclopentasiloxane